1-[9-ethyl-6-benzoyl-9H-carbazol-3-yl]-octane-1-one oxime C(C)N1C2=CC=C(C=C2C=2C=C(C=CC12)C(CCCCCCC)=NO)C(C1=CC=CC=C1)=O